N1N=CC2=CC(=CC=C12)NC1=NC(=NC=C1)C1=CC=C2C=C(NC2=C1)C(=O)NC=1SC=NN1 6-(4-((1H-indazol-5-yl)amino)pyrimidin-2-yl)-N-(1,3,4-thiadiazol-2-yl)-1H-indole-2-carboxamide